2-methyl-3-(p-tolyl)cyclopent-2-en-1-one CC=1C(CCC1C1=CC=C(C=C1)C)=O